[5-[(1R)-1-[(2S,4R)-2-[[(1S)-1-(4-cyanophenyl)ethyl]carbamoyl]-4-hydroxy-pyrrolidine-1-carbonyl]-2-methyl-propyl]isoxazol-3-yl]piperazine-1-carboxylate C(#N)C1=CC=C(C=C1)[C@H](C)NC(=O)[C@H]1N(C[C@@H](C1)O)C(=O)[C@H](C(C)C)C1=CC(=NO1)OC(=O)N1CCNCC1